1-methyl-1,5-dihydro-2H-pyrrol-2-one CN1C(C=CC1)=O